BrC1=NC=C(C(=C1)F)CBr 2-Bromo-5-(bromomethyl)-4-fluoropyridine